ClC1=CC=C(C=C1)C1(CN(C1)C=1N=C(C2=C(N1)CC[S@]2=O)NC2(CCC2)CO)OC([2H])([2H])[2H] |r| (R/S)-2-(3-(4-chlorophenyl)-3-(methoxy-d3)azetidin-1-yl)-4-((1-(hydroxymethyl)cyclobutyl)amino)-6,7-dihydrothieno[3,2-d]pyrimidine 5-oxide